NC=1NC(=CC(N1)=O)CCC 2-amino-6-propyl-4[1H]Pyrimidinone